N-((3,3-difluorocyclobutyl)methyl)-5-(2-(((1-(trifluoromethyl)cyclopropyl)methyl)amino)-7H-pyrrolo[2,3-d]pyrimidin-5-yl)pyrazolo[1,5-a]pyridine-3-carboxamide FC1(CC(C1)CNC(=O)C=1C=NN2C1C=C(C=C2)C2=CNC=1N=C(N=CC12)NCC1(CC1)C(F)(F)F)F